FC(C)(F)C1=NC(=C(C(=N1)C)S(=O)(=O)N1CC2(C1)CN(C2)CC2(CCOCC2)C)C 2-((2-(1,1-difluoroethyl)-4,6-dimethylpyrimidin-5-yl)sulfonyl)-6-((4-methyltetrahydro-2H-pyran-4-yl)methyl)-2,6-diazaspiro[3.3]heptane